N1CC(C1)C=1C=C(OC2=CC(=C(C=C2F)S(=O)(=O)NC2=NC=NS2)F)C=C(C1)Br 4-(3-(azetidin-3-yl)-5-bromophenoxy)-2,5-difluoro-N-(1,2,4-thiadiazol-5-yl)benzenesulfonamide